1-methyl-6-fluoro-2(1H)-quinoxalinone CN1C(C=NC2=CC(=CC=C12)F)=O